[5-(2-fluoro-4-methoxy-phenoxy)-4-methyl-3-pyridinyl]boronic acid FC1=C(OC=2C(=C(C=NC2)B(O)O)C)C=CC(=C1)OC